1-methyl-2-methyl-heptanol CC(C(CCCCC)C)O